FC1C(OC(O1)=O)COS(OC1CS(OC1)(=O)=O)=O 4-[({[(5-fluoro-2-oxo-1,3-dioxolan-4-yl)methyl]oxy}(oxo)-λ4-thio)oxy]-2λ6-1,2-oxathiolane-2,2-dione